FC1=C(C=CC(=C1)F)N1C=C(C=2C1=NC=C(C2)C=2C(=NOC2C)C)C=2C=C(C=CC2OC)CC(=O)O 2-(3-(1-(2,4-difluorophenyl)-5-(3,5-dimethylisoxazol-4-yl)-1H-pyrrolo[2,3-b]pyridin-3-yl)-4-methoxyphenyl)acetic acid